tetramethyl-tetraanthryl-tetrasiloxane C[SiH2]O[Si](O[Si](O[Si](C)(C)C)(C1=CC=CC2=CC3=CC=CC=C3C=C12)C1=CC=CC2=CC3=CC=CC=C3C=C12)(C1=CC=CC2=CC3=CC=CC=C3C=C12)C1=CC=CC2=CC3=CC=CC=C3C=C12